4-Pyridyl 2,4,6-tri-O-acetyl-3-azido-3-deoxy-1-thio-α-D-galactopyranoside C(C)(=O)O[C@H]1[C@@H](SC2=CC=NC=C2)O[C@@H]([C@@H]([C@@H]1N=[N+]=[N-])OC(C)=O)COC(C)=O